C(C)(C)(C)OC(=O)N1CC=2C=C3C(=CC2CC1)NC(=C3C(C)C)Br 2-bromo-3-isopropyl-1,5,7,8-tetrahydro-6H-pyrrolo[2,3-g]isoquinoline-6-carboxylic acid tert-butyl ester